BrC1=CC(=NN1)C(=O)C12CC(CC(CC1)N2)C(=O)NCC2=CC(=CC=C2)Cl (5-bromo-1H-pyrazole-3-carbonyl)-N-(3-chlorobenzyl)-8-azabicyclo[3.2.1]octane-3-carboxamide